NC=1N=C(C2=C(N1)C=CN2CC2=C(C=C(C=C2)CN2CC1(C2)OCCN(C1)C(=O)OC)OC)NCCCCC methyl 2-[[4-[[2-amino-4-(pentylamino)pyrrolo[3,2-d]pyrimidin-5-yl]methyl]-3-methoxy-phenyl]methyl]-5-oxa-2,8-diazaspiro[3.5]nonane-8-carboxylate